FC(C=1C=C(C(=O)NC(C)C2=NC=CN=C2C=2SC(C(N(N2)C)=O)(C)C)C=C(C1)C(F)(F)F)(F)F 3,5-bis(trifluoromethyl)-N-(1-(3-(4,6,6-trimethyl-5-oxo-5,6-dihydro-4H-1,3,4-thiadiazin-2-yl)pyrazin-2-yl)ethyl)benzamide